2-[2-(3-chlorophenyl)-5-(ethylsulfonyl)-1-methyl-1H-imidazol-4-yl]-6,6,7,7-tetrafluoro-1-methyl-6,7-dihydro-1H-[1,4]dioxino[2,3-f]benzimidazole ClC=1C=C(C=CC1)C=1N(C(=C(N1)C1=NC2=C(N1C)C=C1C(=C2)OC(C(O1)(F)F)(F)F)S(=O)(=O)CC)C